CS(=O)(=O)OCCOC[C@@]12C[C@H](N([C@H]2C1)C(=O)OC(C)(C)C)C(=O)OC 2-(tert-butyl) 3-methyl (1S,3S,5R)-5-((2-((methylsulfonyl)oxy)ethoxy)methyl)-2-azabicyclo[3.1.0]hexane-2,3-dicarboxylate